tert-butyl (5-bromo-2-(imidazo[1,2-a]pyridin-2-yl)-2,3-dihydro-1H-inden-2-yl)carbamate BrC=1C=C2CC(CC2=CC1)(C=1N=C2N(C=CC=C2)C1)NC(OC(C)(C)C)=O